(S)-3-((tert-Butoxycarbonyl)amino)-5-methylhexanoic acid C(C)(C)(C)OC(=O)N[C@H](CC(=O)O)CC(C)C